NC1=C2C(=NC=N1)N(N=C2C2=CC=C(C=C2)OC2=CC=CC=C2)C=2C=C(C=CC2)NS(=O)(=O)C2=C(C(=C(C(=C2OC(F)(F)F)F)F)F)F N-(3-(4-amino-3-(4-phenoxyphenyl)-1H-pyrazolo[3,4-d]pyrimidin-1-yl)phenyl)-2,3,4,5-tetrafluoro-6-(trifluoromethoxy)benzenesulfonamide